Lithium naphthalene-3-ide C1=C[C-]=CC2=CC=CC=C12.[Li+]